methyl (4aS,7aS)-7-formyl-1-acetyl-1,4a,5,7a-tetrahydrocyclopenta[c]pyran-4-carboxylate C(=O)C1=CC[C@H]2[C@@H]1C(OC=C2C(=O)OC)C(C)=O